(2S)-2-[(methylamino)propyl]thieno[3,2-d]pyrimidin-4-amine hydrochloride Cl.CNCCCC=1N=C(C2=C(N1)C=CS2)N